2-[4-[[2-[4-[[(3R,3aR)-3-(hydroxymethyl)-1-oxo-3a,4-dihydro-3H-oxazolo[4,3-c][1,4]benzoxazin-7-yl]sulfonyl]piperazin-1-yl]-6-chloro-4-pyridyl]-difluoro-methyl]-1-piperidyl]acetamide OC[C@@H]1OC(N2[C@@H]1COC1=C2C=CC(=C1)S(=O)(=O)N1CCN(CC1)C1=NC(=CC(=C1)C(C1CCN(CC1)CC(=O)N)(F)F)Cl)=O